7-[2-((Z)-3-diethylaminoprop-1-enyl)-4-fluoro-benzenesulfonylamino]-1,3a,4,9b-tetrahydro-2H-furo[2,3-c]chromene-6-carboxylic acid C(C)N(C\C=C/C1=C(C=CC(=C1)F)S(=O)(=O)NC1=CC=C2C3C(COC2=C1C(=O)O)OCC3)CC